2-(5-fluoro-2-methoxyphenyl)-3-iodoquinolin-4(1H)-one FC=1C=CC(=C(C1)C=1NC2=CC=CC=C2C(C1I)=O)OC